(E,E)-2,4-nonadieneenal C(\C=C\C=C\C=CCC)=O